C(CCCCC)NC([C@@H](CCC(=O)NCCCCCC)NC(OC(C)(C)C)=O)=O tert-butyl (R)-(1,5-bis(hexylamino)-1,5-dioxopentan-2-yl)carbamate